CC1=C(C(C2=CC=CC=C2C1=O)=O)CC1=NC=C(C(=O)NC2(CCC2)C)C=C1 6-((3-methyl-1,4-dioxo-1,4-dihydronaphthalen-2-yl)methyl)-N-(1-methylcyclobutyl)nicotinamide